CO[C@H]1[C@@H](SC=2C(=NC=C(C2)Cl)C#N)O[C@@H]([C@@H]([C@@H]1N1N=NC(=C1)C=1SC=CN1)O)CO 5-chloro-2-cyano-pyridin-3-yl 3-deoxy-2-O-methyl-3-[4-(2-thiazolyl)-1H-1,2,3-triazol-1-yl]-1-thio-α-D-galactopyranoside